COC=1C=C(C=CC1[N+](=O)[O-])CC(=O)N(C)C 2-(3-methoxy-4-nitrophenyl)-N,N-dimethylacetamide